N-(3-chlorobenzyl)-7-(5-(trifluoromethyl)-1,2,4-oxadiazol-3-yl)imidazo[1,2-a]pyridine-2-carboxamide ClC=1C=C(CNC(=O)C=2N=C3N(C=CC(=C3)C3=NOC(=N3)C(F)(F)F)C2)C=CC1